(S)-2-allyl-6-((4-((1-(4-fluorophenyl)-2-hydroxyethyl)amino)-5-(3-(quinuclidin-4-yl)-1,2,4-oxadiazol-5-yl)pyridin-2-yl)amino)-1-methyl-1,2-dihydro-3H-pyrazolo[3,4-b]pyridin-3-one C(C=C)N1N(C2=NC(=CC=C2C1=O)NC1=NC=C(C(=C1)N[C@H](CO)C1=CC=C(C=C1)F)C1=NC(=NO1)C12CCN(CC1)CC2)C